4'-isopropyl-9'-methyl-6'-[[(1R)-1-[3-(trifluoromethyl)phenyl]ethyl]amino]spiro[cyclopropane-1,2'-pyridazino[4,5-g][1,4]benzoxazine]-3'-one C(C)(C)N1C(C2(OC3=C1C=C1C(=C3)C(=NN=C1N[C@H](C)C1=CC(=CC=C1)C(F)(F)F)C)CC2)=O